dioxotriphenylamine O=C1C(C(=CC=C1)N(C1=CC=CC=C1)C1=CC=CC=C1)=O